(R)-4-(3-(3-aminoazepan-1-carbonyl)-1-(2-fluoro-4-(pyrrolidin-1-yl)phenyl)-1H-pyrazol-5-yl)-2-fluorobenzonitrile N[C@H]1CN(CCCC1)C(=O)C1=NN(C(=C1)C1=CC(=C(C#N)C=C1)F)C1=C(C=C(C=C1)N1CCCC1)F